5-methoxy-N-(4-methoxybenzyl)-N-(5-methyl-1-(tetrahydro-2H-pyran-2-yl)-1H-pyrazol-3-yl)-6-(1-methyl-1H-pyrazol-4-yl)-2-(methylsulfonyl)pyrimidin-4-amine COC=1C(=NC(=NC1C=1C=NN(C1)C)S(=O)(=O)C)N(C1=NN(C(=C1)C)C1OCCCC1)CC1=CC=C(C=C1)OC